Acetenylacetone C(#C)CC(C)=O